C(#N)C1CN(C1)S(=O)(=O)N1C[C@H](CCC1)C(=O)N1[C@H](CCC1)C(=O)N[C@H](CC)C1=C(C=CC=C1)OC 1-(((3S)-1-((3-cyano-1-azetidinyl)sulfonyl)-3-piperidinyl)carbonyl)-N-((1R)-1-(2-methoxyphenyl)propyl)-D-prolinamide